N-(1-(4-(tert-butyl)phenyl)-3-methyl-1H-pyrazolo[3,4-b]pyridin-5-yl)acrylamide C(C)(C)(C)C1=CC=C(C=C1)N1N=C(C=2C1=NC=C(C2)NC(C=C)=O)C